C(C)(C)OC1=C(C(=O)N)C=CC=C1 2-isopropoxybenzamide